((S)-1-(4-Sulfamoylphenyl)ethyl)-4-((R)-3-(3-(trifluoromethyl)phenoxy)pyrrolidin-1-yl)tetrahydro-2H-pyran-4-carboxamide S(N)(=O)(=O)C1=CC=C(C=C1)[C@H](C)C1OCCC(C1)(C(=O)N)N1C[C@@H](CC1)OC1=CC(=CC=C1)C(F)(F)F